N-(6-(7-ethoxy-5-ethyl-6-fluoro-1H-indazol-4-yl)imidazo[1,2-b]pyridazin-2-yl)-2-fluorocyclopropane-1-carboxamide C(C)OC=1C(=C(C(=C2C=NNC12)C=1C=CC=2N(N1)C=C(N2)NC(=O)C2C(C2)F)CC)F